CC(C)C1=CC=C(C=N1)C1=NN2C(N=CC=C2)=C1C(=O)N[C@@H]1C(NC2=C(C(=N1)C1=CC=CC=C1)C=CC=C2F)=O 2-(6-Propan-2-ylpyridin-3-yl)-N-[(3S)-9-fluoro-2-oxo-5-phenyl-1,3-dihydro-1,4-benzodiazepin-3-yl]pyrazolo[1,5-a]pyrimidine-3-carboxamide